C(C1=CC=CC=C1)[N+](CCCCCCCCCCCCCCCCCC)(C)C benzyldimethylstearyl-ammonium